C(C)OC1=NC=CC=C1C1=C(C(=C(C=C1)N1[C@@H](CN(CC1)C(=O)OC(C)(C)C)CC)C(=O)OC)F tert-butyl (3R)-4-[4-(2-ethoxypyridin-3-yl)-3-fluoro-2-(methoxycarbonyl)phenyl]-3-ethylpiperazine-1-carboxylate